2-chloro-1-(6-hydroxy-3,4-dihydroquinolin-1(2H)-yl)ethan-1-one ClCC(=O)N1CCCC2=CC(=CC=C12)O